6-(3,4-difluorophenyl)-3-methyl-1,3-dihydro-2H-imidazo[4,5-b]Pyridin-2-one FC=1C=C(C=CC1F)C=1C=C2C(=NC1)N(C(N2)=O)C